ClC1=CC=C(C[C@@H]2N(C[C@@H](CC2)S(=O)(=O)C)C2CCC(CC2)C2=NN(C(=C2)C)C)C=C1 (2R,5R)-2-(4-Chlorobenzyl)-1-(4-(1,5-dimethyl-1H-pyrazol-3-yl)cyclohexyl)-5-(methylsulfonyl)piperidin